O=C1NC(CCC1N1C(C2=CC=CC(=C2C1=O)OCCCC(=O)O)=O)=O 4-((2-(2,6-dioxopiperidin-3-yl)-1,3-dioxoisoindolin-4-yl)oxy)butanoic acid